FC1(CN(CCC1C1=CC(=CC=C1)[N+](=O)[O-])C(=O)OC(C)(C)C)F tert-butyl 3,3-difluoro-4-(3-nitrophenyl)piperidine-1-carboxylate